[N+](=O)([O-])C1=CC=C(C=C1)S(=O)(=O)N1CCN(CC1)C(=O)C12CC3(CC(CC(C1)(C3)F)(C2)F)F (4-((4-nitrophenyl)sulfonyl)piperazin-1-yl)((3s,5s,7s)-3,5,7-trifluoroadamantan-1-yl)methanone